ClCC1=NC=C(C=C1)C1=CC=CC=C1 2-(chloromethyl)-5-phenylpyridine